BrC=1C(=NN(C1)C)C(=O)N1CCN(CC1)CC(O)C1=CC=C(C=C1)F (4-Bromo-1-methyl-1H-pyrazol-3-yl)-{4-[2-(4-fluoro-phenyl)-2-hydroxy-ethyl]-piperazin-1-yl}-methanone